[3-(4-Chloro-phenyl)-adamantan-1-ylmethyl]-(3-pyrrolidin-1-yl-propyl)-amine ClC1=CC=C(C=C1)C12CC3(CC(CC(C1)C3)C2)CNCCCN2CCCC2